C(CO)C#CO Butyne-1,4-diol